BrCC1=C(C=CC(=C1)[N+](=O)[O-])C1(CC1)C#N 1-(2-(bromomethyl)-4-nitrophenyl)cyclopropane-1-carbonitrile